BrC1=C(C=CC2=C1C=C(O2)C(=O)O)N2CCN(CC2)S(=O)(=O)C2=C(C=CC=C2)Cl 4-bromo-5-[4-(2-chloro-benzenesulfonyl)-piperazin-1-yl]-benzofuran-2-carboxylic acid